C(CCC)OC1=CC=C(OCCCN2CCOCC2)C=C1 (3-(4-butoxyphenoxy)propyl)morpholine